2-(2,4-Dichlorophenoxy)-5-ethylphenol ClC1=C(OC2=C(C=C(C=C2)CC)O)C=CC(=C1)Cl